ClC1=CC=NC(=C1C=O)N1C(C=2N(C=3CC(CCC3C2)(F)F)CC1)=O 4-chloro-2-(7,7-difluoro-1-oxo-3,4,6,7,8,9-hexahydropyrazino[1,2-a]indol-2(1H)-yl)nicotinaldehyde